P(=O)(O[C@H]1CN([C@@H](C1)C(N[C@@H](C)C1=CC=C(C=C1)C1=C(N=CS1)C)=O)C[C@@H](C(C)C)C1=CC(=NO1)OCC(OCC)OCC)([O-])[O-] ((3R,5S)-1-((R)-2-(3-(2,2-diethoxyethoxy) isoxazol-5-yl)-3-methylbutyl)-5-(((S)-1-(4-(4-methylthiazol-5-yl) phenyl) ethyl) carbamoyl) pyrrolidin-3-yl) phosphate